3-[3-(ethylsulfamoyl)-4-[2-[4-(isopropoxycarbonyl-amino)cyclohexyl]thiazol-5-yl]anilino]azetidine-1-carboxylate C(C)NS(=O)(=O)C=1C=C(NC2CN(C2)C(=O)[O-])C=CC1C1=CN=C(S1)C1CCC(CC1)NC(=O)OC(C)C